FC1=C(C=CC=C1)C1=C(N=C(C=2N1N=CC2)N2CCC1(CC2)N(C2=CC=CC=C2[C@H]1N)C)C (3R)-1'-[7-(2-fluorophenyl)-6-methyl-pyrazolo[1,5-a]pyrazin-4-yl]-1-methyl-spiro[indoline-2,4'-piperidine]-3-amine